ClC1=C2C(=C(N=N1)N([C@H]1CNCCC1)C)NC=C2 (R)-4-chloro-N-methyl-N-(piperidin-3-yl)-1H-pyrrolo[2,3-d]pyridazin-7-amine